C(C)[C@H](C(=O)O)N1C(CCC1)=O |r| racemic-(RS)-α-ethyl-2-oxo-1-pyrrolidineacetic acid